3-ethyl-3-(2-ethylhexyloxy)oxetane C(C)C1(COC1)OCC(CCCC)CC